FC1=CC(=C(C=C1C=1C=NC(=NC1)N1CCOCC1)NC(=O)C=1OC=CC1)N1C[C@H](N(CC1)C)C |r| N-[4-fluoro-5-(2-morpholin-4-ylpyrimidin-5-yl)-2-[rac-(3R)-3,4-dimethylpiperazin-1-yl]phenyl]furan-2-carboxamide